N1N=CC2=CC=C(C=C12)OC1CCC2=CC(=CC=C12)C#N 1-((1H-indazol-6-yl)oxy)-2,3-dihydro-1H-indene-5-carbonitrile